1-(2-chloroethyl)-3-(4-(2-morpholinoethoxy)phenyl)urea ClCCNC(=O)NC1=CC=C(C=C1)OCCN1CCOCC1